CC1=COC=2N=CN=C(C21)N2CC=1C=C(C=NC1CC2)C=2C=NC(=CC2)C 5-methyl-4-[3-(6-methyl-3-pyridyl)-7,8-dihydro-5H-1,6-naphthyridin-6-yl]furo[2,3-d]pyrimidine